C=C=CC e-1,2-butadiene